4,4-dimethyl-2-({4-[5-(trifluoromethyl)-1,2,4-oxadiazol-3-yl]phenyl}methyl)isoxazol-3-one CC1(C(N(OC1)CC1=CC=C(C=C1)C1=NOC(=N1)C(F)(F)F)=O)C